NC1=C(C=C(C=C1)C1=COC2=C1C(=NC=C2)N)OCC2=CC=C(C=C2)F 3-{4-amino-3-[(4-fluorophenyl)methoxy]phenyl}furo[3,2-c]pyridin-4-amine